FC1(OC2=C(O1)C=CC(=C2)C=CC(=O)N2CCN(CC2)C(=O)C2=NC(=NC=C2)OCCOC)F 3-(2,2-difluorobenzo[d][1,3]dioxol-5-yl)-1-(4-(2-(2-methoxyethoxy)pyrimidine-4-carbonyl)piperazin-1-yl)prop-2-en-1-one